[N+](=O)([O-])C1=CC=C(C(=O)OC2C[C@@H]3COC[C@H](C2)N3C(=O)OC(C)(C)C)C=C1 tert-butyl (1S,5R)-7-(4-nitrobenzoyl)oxy-3-oxa-9-azabicyclo[3.3.1]nonane-9-carboxylate